FC1=C(CN2C(N([C@H](C3=CC=C(C=C23)C(=O)NCC2=C(C=C(C=C2F)F)F)C)C)=O)C(=CC=C1C(C)O)F (4S)-1-(2,6-difluoro-3-(1-hydroxyethyl)benzyl)-3,4-dimethyl-2-oxo-N-(2,4,6-trifluorobenzyl)-1,2,3,4-tetrahydroquinazoline-7-carboxamide